[Br-].[Br-].C1(=CC=CC=C1)P(C1=CC=CC=C1)C1=CC=CC=C1.C1(=CC=CC=C1)P(C1=CC=CC=C1)C1=CC=CC=C1.[Pd+2] palladium (II) bis(triphenylphosphine) dibromide